4-bromo-6-methylpyrimidine-2-amine BrC1=NC(=NC(=C1)C)N